CN(N)C1=CC=CC=C1 N-methyl-phenylhydrazine